7-ethyl-11-oxo-10,11-dihydrodibenzo[b,f][1,4]thiazepine-8-carboxylic acid 5,5-dioxide C(C)C=1C(=CC2=C(S(C3=C(C(N2)=O)C=CC=C3)(=O)=O)C1)C(=O)O